OCCN(C(CCCCC(=O)N)=O)CCO N,N-di((β-hydroxyethyl))adipamide